FC1=C(C=CC(=C1)I)NC=1N(C(C=C(C1C(=O)N)OC1=CC(=CC=C1)CS(=O)(=O)C)=O)C ((2-fluoro-4-iodophenyl)amino)-1-methyl-4-(3-((methylsulfonyl)methyl)phenoxy)-6-oxo-1,6-dihydropyridine-3-carboxamide